C(#N)C1=CC(=C(COC=2C=CC=C3CCN(CC23)CC2=NC3=C(N2C[C@H]2OCC2)C=C(C=C3)C(=O)OC)C=C1)F methyl (S)-2-((8-((4-cyano-2-fluorobenzyl) oxy)-3,4-dihydroisoquinolin-2(1H)-yl) methyl)-1-((oxetan-2-yl) methyl)-1H-benzo[d]imidazole-6-carboxylate